C(#N)C1=C(C=CC=C1)S(=O)(=O)N1CC(C1)(CNC1COC1)COC1=CC(=C(C#N)C=C1)F 4-((1-((2-Cyanophenyl)sulfonyl)-3-((oxetan-3-ylamino)methyl)azetidin-3-yl)methoxy)-2-fluorobenzonitrile